methyl (2s,3s)-2-(4-hydroxyphenyl)-5-((E)-3-methoxy-3-oxoprop-1-en-1-yl)-2,3-dihydrobenzofuran-3-carboxylate OC1=CC=C(C=C1)[C@H]1OC2=C([C@@H]1C(=O)OC)C=C(C=C2)\C=C\C(=O)OC